FC1=CC(=C(C=C1)NC1=C(C(=O)O)C(=CC=C1)C(F)(F)F)C 2-((4-fluoro-2-methylphenyl)-amino)-6-(trifluoromethyl)benzoic acid